(1R-2R,3S,4R,5S)-N-(5-chloro-4-(trifluoromethyl)pyridin-2-yl)-5-hydroxy-3-(1-methyl-3-(trifluoromethyl)-1H-pyrazol-4-yl)-7-oxabicyclo[2.2.1]heptane-2-carboxamide ClC=1C(=CC(=NC1)NC(=O)[C@H]1[C@H]2C[C@@H]([C@@H]([C@@H]1C=1C(=NN(C1)C)C(F)(F)F)O2)O)C(F)(F)F